CCCCC/C=C\\C/C=C\\CCCCCCCC(=O)OC(CNC1=CC=CC=C1)COC(=O)CCCCCCC/C=C\\C/C=C\\C/C=C\\CC The molecule is a carboxylic ester that is a modified acyl glycerol with linolenyl and linoleyl entities at C-1 and C-2, respectively; and an anilino moiety at C-3. It derives from a PAP, an alpha-linolenic acid and a linoleic acid.